FC(S(=O)(=O)O)(F)F.C(C)#N.C(C)#N.C(C)#N.C(C)#N tetra(acetonitrile) trifluoromethanesulfonate